The molecule is a 3-oxo-Delta(4) steroid, an acetylenic compound and a tertiary amino compound. It has a role as an abortifacient, a contraceptive drug, a synthetic oral contraceptive and a hormone antagonist. It derives from a hydride of an estrane. CC#C[C@@]1(CC[C@@H]2[C@@]1(C[C@@H](C3=C4CCC(=O)C=C4CC[C@@H]23)C5=CC=C(C=C5)N(C)C)C)O